5-bromo-2-chloro-N-(3-methoxy-2,6-dimethyl-phenyl)pyrimidin-4-amine BrC=1C(=NC(=NC1)Cl)NC1=C(C(=CC=C1C)OC)C